C(C1=CC(C(=O)N2C(C2)C)=CC=C1)(=O)N1C(C1)C 1,1'-Isophthaloyl-bis(2-methylaziridine)